2-[[7-[5-(cyclohexen-1-yl)-3-pyridyl]-4-oxo-3H-phthalazin-1-yl]methyl]isoindoline-1,3-dione C1(=CCCCC1)C=1C=C(C=NC1)C1=CC=C2C(NN=C(C2=C1)CN1C(C2=CC=CC=C2C1=O)=O)=O